N1CC2(CC3=CC=CC=C13)NCCC2 1',4'-dihydro-2'H-spiro[pyrrolidine-2,3'-quinoline]